5-bromo-1,9-decadiene BrC(CCC=C)CCCC=C